8-bromo-3-(2-((tert-butyldiphenylsilyl)oxy)-2-methylpropyl)-2-chloro-6-methylquinazolin-4(3H)-one BrC=1C=C(C=C2C(N(C(=NC12)Cl)CC(C)(C)O[Si](C1=CC=CC=C1)(C1=CC=CC=C1)C(C)(C)C)=O)C